BrC=1C=C(C2=CC=CC=C2C1)C1(CC1)NC(C1=C(C=CC(=C1)OCC1N(CC1)C)C)=O N-(1-(3-bromonaphthalen-1-yl)cyclopropyl)-2-methyl-5-((1-methylazetidin-2-yl)methoxy)benzamide